(S)-4-(8-Amino-3-(1-(but-2-ynoyl)-pyrrolidin-2-yl)imidazo[1,5-a]pyrazin-1-yl)-N-(pyridin-2-yl)benzamid NC=1C=2N(C=CN1)C(=NC2C2=CC=C(C(=O)NC1=NC=CC=C1)C=C2)[C@H]2N(CCC2)C(C#CC)=O